ClC1=C(C=CC=C1F)C1=CC=CC2=C1NC(=NS2(=O)=O)NCC2OCCC2 5-(2-chloro-3-fluorophenyl)-3-(((tetrahydrofuran-2-yl)methyl)amino)-4H-benzo[e][1,2,4]thiadiazine 1,1-dioxide